O=C1NC(CCC1N1C(C2=CC=C(C=C2[C@H]1C)C1=NC(=C(C#N)C(=C1)C)NC)=O)=O 6-((3R)-2-(2,6-Dioxopiperidin-3-yl)-3-methyl-1-oxoisoindolin-5-yl)-4-methyl-2-(methylamino)nicotinonitril